OC=1C(=C2C(CC(OC2=CC1C)=O)(C)C)C 6-hydroxy-4,4,5,7-tetramethylchromen-2-one